6-Bromo-4-iodo-1,3-dihydro-2H-benzo[d]imidazol-2-one BrC=1C=C(C2=C(NC(N2)=O)C1)I